2-(benzyloxy)-4-{[tris(propan-2-yl)silyl]oxy}cyclopentan-1-one C(C1=CC=CC=C1)OC1C(CC(C1)O[Si](C(C)C)(C(C)C)C(C)C)=O